(2R)-methylaminopropiophenone CN[C@@H](C(=O)C1=CC=CC=C1)C